2-phenyl-2H-1,2,3-benzotriazole-4-carboxamide C1(=CC=CC=C1)N1N=C2C(=N1)C=CC=C2C(=O)N